methyl 3-(5-(3-cyanoimidazo[1,2-b]pyridazin-6-yl)-4-(4-fluorophenyl)-1H-imidazol-1-yl)azetidine-1-carboxylate C(#N)C1=CN=C2N1N=C(C=C2)C2=C(N=CN2C2CN(C2)C(=O)OC)C2=CC=C(C=C2)F